3-chloro-7-vinyl-1H-pyrrolo[3,2-c]pyridine ClC1=CNC2=C1C=NC=C2C=C